Tert-butyl 3-(5-{4-[(1-cyano-1-methylethyl)amino]-6-{3-cyanopyrrolo[1,2-b]pyridazin-7-yl}pyridin-3-yl}-1,3,4-thiadiazol-2-yl)-3,8-diazabicyclo[3.2.1]octane-8-carboxylate C(#N)C(C)(C)NC1=C(C=NC(=C1)C1=CC=C2N1N=CC(=C2)C#N)C2=NN=C(S2)N2CC1CCC(C2)N1C(=O)OC(C)(C)C